N(=[N+]=[N-])C1(CC(C(C=C1)C=CC1=CC=CC=C1)(S(=O)(=O)[O-])S(=O)(=O)[O-])N=[N+]=[N-].[Na+].[Na+] sodium 4,4-diazidostilbene-2,2-disulfonate